CC1C(=CC=CC1(NC(C1=NC=C(C=C1)CNC(CCl)=O)=O)NC(C1=NC=C(C=C1)CNC(CCl)=O)=O)C1=C(C=CC=C1)C N,N'-(2,2'-Dimethyl-[1,1'-biphenyl]-3,3-diyl)bis(5-((2-chloroacetamido)methyl)picolinamide)